C(C)SC=1C(=NC=C(C1)NC)C1=CC2=C(N(C(OC2)=O)CC(C(F)(F)F)(F)F)C=N1 6-[3-ethylsulfanyl-5-(methylamino)-2-pyridyl]-1-(2,2,3,3,3-pentafluoropropyl)-4H-pyrido[3,4-d][1,3]oxazin-2-one